(R)-3-hydroxy-1-methyl-3-(3-(3-(2-((2-methylpyridin-3-yl)amino)pyrimidin-4-yl)phenyl)isoxazol-5-yl)pyrrolidin-2-one O[C@@]1(C(N(CC1)C)=O)C1=CC(=NO1)C1=CC(=CC=C1)C1=NC(=NC=C1)NC=1C(=NC=CC1)C